dimethoxymethylvinylsilane COC(OC)C=C[SiH3]